4-cyclopropyl-7-methoxythieno[2,3-c]pyridine C1(CC1)C1=C2C(=C(N=C1)OC)SC=C2